2-(3,4-dimethoxyphenyl)-7-[(3R,5S)-3,5-dimethylpiperazin-1-yl]-4H-pyrido[1,2-a]pyrimidin COC=1C=C(C=CC1OC)C=1N=C2N(CC1)C=C(C=C2)N2C[C@H](N[C@H](C2)C)C